5-(2-cyclohexylidene-ethyl)-5-ethyl-barbiturate C1(CCCCC1)=CCC1(C(NC(NC1=O)=O)=O)CC